(1-(1-(4-(propan-2-ylidene)cyclohexyl) piperidin-4-yl)-3-(pyrrolidin-1-ylmethyl)-1H-pyrrolo[2,3-b]pyridin-2-yl)methyl carbamate C(N)(OCC1=C(C=2C(=NC=CC2)N1C1CCN(CC1)C1CCC(CC1)=C(C)C)CN1CCCC1)=O